(2S)-2-(2-chlorophenyl)-3-hydroxy-1-[2-[1-(2,2,2-trifluoroethyl)pyrazol-3-ylsulfonyl]-4H,6H-pyrrolo[3,4-c]pyrazol-5-yl]propan-1-one ClC1=C(C=CC=C1)[C@H](C(=O)N1CC2=NN(C=C2C1)S(=O)(=O)C1=NN(C=C1)CC(F)(F)F)CO